4-{[3-(2-aminobenzo[d]thiazol-6-yl)-5-(2-bromophenyl)-1H-pyrazol-1-yl]methyl}-N-hydroxybenzoamide NC=1SC2=C(N1)C=CC(=C2)C2=NN(C(=C2)C2=C(C=CC=C2)Br)CC2=CC=C(C(=O)NO)C=C2